N-(2-(hydroxymethyl)-2-methylcyclopentyl)-2-(1H-imidazol-1-yl)isonicotinamide OCC1(C(CCC1)NC(C1=CC(=NC=C1)N1C=NC=C1)=O)C